3-(4-(1-methyl-1H-pyrazol-3-yl)-4H-1,2,4-triazol-3-yl)-2-(6-methyl-4-(trifluoromethyl)pyridin-2-yl)hexahydrocyclopenta[c]pyrrol-1(2H)-one CN1N=C(C=C1)N1C(=NN=C1)C1C2C(C(N1C1=NC(=CC(=C1)C(F)(F)F)C)=O)CCC2